manganese(III) 5,10,15,20-tetra(4-pyridyl)-21H,23H-porphyrin chloride [Cl-].N1=CC=C(C=C1)C=1C2=CC=C(N2)C(=C2C=CC(C(=C3C=CC(=C(C=4C=CC1N4)C4=CC=NC=C4)N3)C3=CC=NC=C3)=N2)C2=CC=NC=C2.[Mn+3].[Cl-].[Cl-]